BrC1=CC=C(C=C1)N1CCC(CC1)OCC=1C(=NOC1C1CC1)C1=C(C=CC=C1Cl)Cl 4-(((1-(4-bromophenyl)piperidin-4-yl)oxy)methyl)-5-cyclopropyl-3-(2,6-dichlorophenyl)isoxazole